CC1(OB(OC1(C)C)C=1C=CC2=CN(N=C2C1)C1CN(CC(C1)(C)C)C)C 6-(4,4,5,5-tetramethyl-1,3,2-dioxaborolan-2-yl)-2-(1,5,5-trimethylpiperidin-3-yl)-2H-indazole